C(C)OC(=O)C=1C(=NN(C1)CC1=CC=C(C=C1)OC)N amino-1-(4-methoxybenzyl)-1H-pyrazole-4-carboxylic acid ethyl ester